N-(1'-(4-(2-methoxyethoxy)pyrimidin-2-yl)-1',2'-dihydrospiro[cyclopropane-1,3'-pyrrolo[3,2-c]pyridin]-6'-yl)acetamide COCCOC1=NC(=NC=C1)N1CC2(C=3C=NC(=CC31)NC(C)=O)CC2